CC1(NC2=CC=CC=C2C(C1)=O)C 2,2-dimethyl-2,3-dihydro-quinolin-4(1H)-one